C[C@H]1CN(CC=2C=CC(=NC12)C1CCNCC1)C=1C=2N(C(=CC1)C#N)N=CC2 (S)-4-(8-methyl-2-(piperidin-4-yl)-7,8-dihydro-1,6-naphthyridin-6(5H)-yl)pyrazolo[1,5-a]pyridine-7-carbonitrile